3-(1-oxo-5-(1-(2-(piperidin-4-yl)ethyl)piperidin-4-yl)isoindolin-2-yl)piperidine-2,6-dione O=C1N(CC2=CC(=CC=C12)C1CCN(CC1)CCC1CCNCC1)C1C(NC(CC1)=O)=O